NC1=NC=2C=C(C(=CC2C=2N1C=CN2)C(=O)N([C@@H]2COC1=C2C=CC(=C1)C(F)(F)F)C)F (S)-5-amino-8-fluoro-N-methyl-N-(6-(trifluoromethyl)-2,3-dihydrobenzofuran-3-yl)imidazo[1,2-c]quinazoline-9-carboxamide